FC=1C=C(C=CC1OC1=CC=CC2=C1C1(CC1)CO2)N2C(NC=1C2=NC=CC1)=O 3-(3-fluoro-4-spiro[2H-benzofuran-3,1'-cyclopropane]-4-yloxy-phenyl)-1H-imidazo[4,5-b]pyridin-2-one